(Z)-11-tetradecanal CCCCCCCCCCC(CCC)=O